C(CCC)OC1=NN2C(C(=N1)N(C(OC(C)(C)C)=O)C(=O)OC(C)(C)C)=NC=C2C(O)C2=CC=C(C=C2)OCCCN(C)C tert-butyl (2-butoxy-7-((4-(3-(dimethylamino)propoxy)phenyl)(hydroxy)methyl)imidazo[2,1-f][1,2,4]triazin-4-yl)(tert-butoxycarbonyl)carbamate